N-(3-chloro-5-(methylsulfonyl)phenyl)-1-(3-(3-fluorophenoxy)pyridin-2-yl)-1H-pyrazole-4-carboxamide ClC=1C=C(C=C(C1)S(=O)(=O)C)NC(=O)C=1C=NN(C1)C1=NC=CC=C1OC1=CC(=CC=C1)F